N-((5-cyclohexyl-1,3,4-thiadiazol-2-yl)methyl)-1-(2,6-dimethylpyridin-3-yl)-1H-1,2,3-triazole-4-carboxamide C1(CCCCC1)C1=NN=C(S1)CNC(=O)C=1N=NN(C1)C=1C(=NC(=CC1)C)C